1-(2-naphthyl)-2-phenylethane C1=C(C=CC2=CC=CC=C12)CCC1=CC=CC=C1